3-methoxy-4-(2-morpholinoethoxy)benzaldehyde COC=1C=C(C=O)C=CC1OCCN1CCOCC1